ClC1=CC=C(S1)C1=C(C(=O)O)C=C(C=C1)NC(=O)C1(CC1)C1=C(C=C(C=C1)C(F)(F)F)F 2-(5-Chloro-2-thienyl)-5-[({1-[2-fluoro-4-(trifluoromethyl)phenyl]cyclopropyl}carbonyl)amino]benzoic acid